(4-(cyclopentylamino)-2-methoxypyrimidin-5-yl)propionic acid ethyl ester C(C)OC(C(C)C=1C(=NC(=NC1)OC)NC1CCCC1)=O